1-(8,9-difluoro-5-(2-hydroxyethyl)-6-oxo-1,4,5,6-tetrahydro-2H-pyrano[3,4-c]isoquinolin-1-yl)-3-(3-(difluoromethyl)-4-fluorophenyl)-1-methylurea FC=1C(=CC=2C3=C(N(C(C2C1)=O)CCO)COCC3N(C(=O)NC3=CC(=C(C=C3)F)C(F)F)C)F